{tert-butyldimethylsilyloxy}acetaldehyde [Si](C)(C)(C(C)(C)C)OCC=O